cyclopropyl(2,6-dichloropyridin-4-yl)methanone C1(CC1)C(=O)C1=CC(=NC(=C1)Cl)Cl